C1(CC1)C1=C(C(=NO1)C1=C(C=CC=C1Cl)Cl)COC12CCC(CC1)(CC2)C2=NC(=NO2)C2=CC=C(C(=O)NS(=O)(=O)C1=CC=CC=C1)C=C2 4-(5-(4-((5-cyclopropyl-3-(2,6-dichlorophenyl)isoxazol-4-yl)methoxy)bicyclo[2.2.2]octan-1-yl)-1,2,4-oxadiazol-3-yl)-N-(phenylsulfonyl)benzamide